CC1=NOC(=C1)CC(=O)N 3-methyl-5-isoxazoleacetamide